[Cl-].C(C)(C)(C)OC(CCCCCCCCCCCCCCCCCCC(=O)OCOC(C(=O)OC1CC2CCC(C1)[N+]21CCCC1)(C1=CC=CC=C1)C1=CC=CC=C1)=O 3-(2-(((20-(tert-Butoxy)-20-oxoicosanoyl)oxy)methoxy)-2,2-diphenylacetoxy)spiro[bicyclo[3.2.1]octane-8,1'-pyrrolidin]-8-ium chloride